C(C1=CC=CC=C1)C1N(CC1O[Si](C)(C)C)C(=O)OCCOC1=CC(=C(C=C1)C)N 2-(3-amino-4-methylphenoxy)ethan-1-ol benzyl-3-((trimethylsilyl)oxy)azetidine-1-carboxylate